Cyclotetraphosphazen N1=PN=PN=PN=P1